CN1C(C2=C(C(=C1)C1=C(OC=3C=C(OCCOC4CCN(CC4)C(=O)OC(C)(C)C)C=CC3)C=CC(=C1)[N+](=O)[O-])C=CN2)=O tert-butyl 4-[2-[3-[2-(6-methyl-7-oxo-1H-pyrrolo[2,3-c]pyridin-4-yl)-4-nitro-phenoxy]phenoxy]ethoxy]piperidine-1-carboxylate